ClC=1C=CC2=C(C(=NO2)N2C(NC(CC2)=O)=O)C1 1-(5-chlorobenzo[d]isoxazol-3-yl)dihydropyrimidine-2,4(1H,3H)-dione